[Si](C)(C)(C(C)(C)C)OC[C@](\C=N\[S@@](=O)C(C)(C)C)(C)C=1C(=NC(=NC1)SC)Cl (S)-N-((R,E)-3-((tert-butyldimethylsilyl)oxy)-2-(4-chloro-2-(methylthio)pyrimidin-5-yl)-2-methylpropylidene)-2-methylpropane-2-sulfinamide